FC1=CC=C(CC2=CC3=C(OC[C@@H](N3)COC)N=C2)C=C1 (S)-7-(4-fluorobenzyl)-2-(methoxymethyl)-2,3-dihydro-1H-pyrido[2,3-b][1,4]oxazine